3-(2-benzotriazolyl)-4-hydroxy-5-tert-butylphenylpropionic acid N=1N(N=C2C1C=CC=C2)C=2C=C(C=C(C2O)C(C)(C)C)C(C(=O)O)C